2-methoxy-4-ethoxy-2,4,6,6-tetrafluorocyclotriphosphazene COP1(=NP(=NP(=N1)(F)OCC)(F)F)F